ethyl 5-(4-cyanophenyl)-1-(4-iodophenyl)-1H-pyrazole-3-carboxylate C(#N)C1=CC=C(C=C1)C1=CC(=NN1C1=CC=C(C=C1)I)C(=O)OCC